(2-di-tert-butylphosphino-3,6-dimethoxy-2',4',6'-triisopropyl-1,1'-biphenyl) palladium (II) methanesulfonate CS(=O)(=O)[O-].[Pd+2].C(C)(C)(C)P(C1=C(C(=CC=C1OC)OC)C1=C(C=C(C=C1C(C)C)C(C)C)C(C)C)C(C)(C)C.CS(=O)(=O)[O-]